{4-[6-amino-5-(2-chloro-6-fluoro-benzyloxy)-pyridin-3-yl]-phenyl}-[(2S)-2-pyrrolidin-1-ylmethyl-pyrrolidin-1-yl]-methanone NC1=C(C=C(C=N1)C1=CC=C(C=C1)C(=O)N1[C@@H](CCC1)CN1CCCC1)OCC1=C(C=CC=C1F)Cl